3-Bromo-2-(5-fluoropyridin-2-yl)-6,6-bis(methyl-d3)-6,7-dihydro-4H-pyrazolo[5,1-c][1,4]oxazine BrC=1C(=NN2C1COC(C2)(C([2H])([2H])[2H])C([2H])([2H])[2H])C2=NC=C(C=C2)F